C(#N)C=1C=C(C=CC1)/C=C/C(=O)O (E)-3-(3-cyanophenyl)acrylic acid